CS(=O)(=O)OC\C=C/1\C(N(CC1C)C(=O)OC(C)(C)C)=O tert-butyl (3E)-3-[2-(methanesulfonyloxy)ethylidene]-4-methyl-2-oxopyrrolidine-1-carboxylate